5-(2-norbornyl-2-propoxycarbonylmethyloxycarbonyl)-bicyclo[2.2.1]hept-2-ene C12(CCC(CC1)C2)C(C)(C)OC(=O)COC(=O)C2C1C=CC(C2)C1